(3S,5R)-5-[(5-bromooxazolo[4,5-b]pyridin-2-yl)amino]-1-ethyl-piperidin-3-ol BrC1=CC=C2C(=N1)N=C(O2)N[C@@H]2C[C@@H](CN(C2)CC)O